(R)-(4-(4-methoxypyrazolo[1,5-a]pyridin-2-yl)-6,7-dihydro-1H-imidazo[4,5-c]pyridin-5(4H)-yl)(1-(pyridin-2-yl)-1H-pyrazol-5-yl)methanone COC=1C=2N(C=CC1)N=C(C2)[C@@H]2N(CCC1=C2N=CN1)C(=O)C1=CC=NN1C1=NC=CC=C1